CC1(CCC(CC1)=CCC1OCC(O1)[13CH2]O)C (2-(2-(4,4-dimethylcyclohexylidene)ethyl)-1,3-dioxolan-4-yl)methanol-13C